(R)-8-chloro-1,2,3,4-tetrahydronaphthalen-2-ol ClC=1C=CC=C2CC[C@H](CC12)O